1-(3-fluoropropyl)-pyrrolidine FCCCN1CCCC1